1-(1H-pyrazol-5-yl)piperazine bis(trifluoroacetic acid) salt FC(C(=O)O)(F)F.FC(C(=O)O)(F)F.N1N=CC=C1N1CCNCC1